C(C1=CC=CC=C1)N1C=C(C=2C1=NC=C1C2N(C=N1)C)Br 6-benzyl-8-bromo-1-methyl-1,6-dihydroimidazo[4,5-d]pyrrolo[2,3-b]pyridine